N-(5-(1-methyl-1H-pyrazol-3-yl)-4-((4-(1-methyl-1H-pyrazol-3-yl)-6-(methylsulfonyl)pyridin-2-yl)amino)pyridin-2-yl)acetamide CN1N=C(C=C1)C=1C(=CC(=NC1)NC(C)=O)NC1=NC(=CC(=C1)C1=NN(C=C1)C)S(=O)(=O)C